COCCOCCO 2-[(2-methoxyethyl)oxy]ethan-1-ol